[Au].[Zn].[Cu].BrC1=CC=C(C=C1)C(=O)N1C(=C(C2=CC=CC=C12)C(=O)C1=CC2=CC=CC=C2C=C1)F (4-bromophenyl)[2-fluoro-3-(naphthalene-2-ylcarbonyl)indol-1-yl]methanone copper-zinc-gold